FC=1C=C(C=O)C=C(C1O)O 3-fluoro-4,5-dihydroxybenzaldehyde